selenium-tungsten sulfide [W]=S.[Se]